C1(CC1)NC1=NC=CC(=N1)N1N=CC(=C1)NC(N(C)[C@H](CO)C1=CC=CC=C1)=O (S)-3-(1-(2-(cyclopropylamino)pyrimidin-4-yl)-1H-pyrazol-4-yl)-1-(2-hydroxy-1-phenylethyl)-1-methylurea